(3R,5'S)-6-cyano-2-oxospiro[indole-3,3'-pyrrolidine]-5'-carboxamide trifluoroacetate FC(C(=O)O)(F)F.C(#N)C1=CC=C2C(=C1)NC([C@@]21CN[C@@H](C1)C(=O)N)=O